beta-mannosyl glycerate C(C(O)CO)(=O)O[C@H]1[C@@H](O)[C@@H](O)[C@H](O)[C@H](O1)CO